stearyl eicos-11-enoate C(CCCCCCCCCC=CCCCCCCCC)(=O)OCCCCCCCCCCCCCCCCCC